C(C1=CC=CC=C1)C1C2(CCC1)CC1CCC2C1 rac-benzyl-spiro[bicyclo[2.2.1]heptane-3,1'-cyclopentan]